[Cl-].C(CCCCCCCCCCCCCCC)C1=NC=CC=C1 Hexadecylpyridine chloride